FC(C(=O)O)(F)F.C(C)(C)(C)C1=NC(=NO1)C(=O)NC1CC2(C1)CNCC2 5-(tert-butyl)-N-(6-azaspiro[3.4]octan-2-yl)-1,2,4-oxadiazole-3-carboxamide trifluoroacetate